1-[bis(methyleneamino)methyl]-1H-1,2,3-triazolo[4,5-b]pyridine 3-oxide hexafluorophosphate F[P-](F)(F)(F)(F)F.C=NC(N1N=[N+](C2=NC=CC=C21)[O-])N=C